(R)-1-cyclopropyl-N-(2-(4,4-difluoropiperidin-1-yl)-6-methoxy-7-(3-(pyrrolidin-1-yl)propoxy)quinazolin-4-yl)methanediamine C1(CC1)[C@@H](NC1=NC(=NC2=CC(=C(C=C12)OC)OCCCN1CCCC1)N1CCC(CC1)(F)F)N